BrC1=NN=C(N1CCCCC)Br 3,5-dibromo-4-pentyl-4H-1,2,4-triazole